C(C)(C)(C)OC(=O)N(C1=CC(=NC(=N1)C=1SC=C(N1)C)OC1CN(C1)C(=O)OC(C)(C)C)C1CCC(CC1)(F)F tert-butyl 3-((6-((tert-butoxycarbonyl)(4,4-difluorocyclohexyl)amino)-2-(4-methyl thiazol-2-yl)pyrimidin-4-yl)oxy)azetidine-1-carboxylate